C(=C)N1C=NCC1 N-vinylimidazoline